FC=1C=C(NC=2OCC(CN2)(F)CO)C=C(C1OC1=C2C(=NC=C1)NC=C2C(C(F)(F)F)C)F {2-[3,5-difluoro-4-({3-[1,1,1-trifluoropropan-2-yl]-1H-pyrrolo[2,3-b]pyridin-4-yl}oxy)anilino]-5-fluoro-5,6-dihydro-4H-1,3-oxazin-5-yl}methanol